(3R,4R,5R)-3,4-bis(benzyloxy)-5-((benzyloxy)methyl)-2-hydroxytetrahydrofuran-2-ylimidazo[2,1-f][1,2,4]Triazin C(C1=CC=CC=C1)O[C@H]1C(O[C@@H]([C@H]1OCC1=CC=CC=C1)COCC1=CC=CC=C1)(O)C1=NN2C(C=N1)=NC=C2